CC=C[SiH](N(C(C)=O)CC)N(C(C)=O)CC Methylvinylbis(N-ethylacetamido)silan